NC1C(N(C(CC1CCCCCCC1C(C(N(C(C1)(C)C)OCCC)(C)C)N)(C)C)OCCC)(C)C 4,4'-hexa-methylenebis(amino-1-propoxy-2,2,6,6-tetramethylpiperidine)